N[C@@]1(CC[C@](C=2C=CC=NC12)(C(=O)NCC1=C(C=C(C=C1)Cl)Cl)F)CO (5S,8R)-8-amino-N-(2,4-dichlorobenzyl)-5-fluoro-8-(hydroxymethyl)-5,6,7,8-tetrahydroquinoline-5-carboxamide